ClC=1C(=C2C=NN(C2=CC1C)C1OCCCC1)C=1C(=NN(C1C#N)C1CC2(CN(C2)C(=O)OC(C)(C)C)C1)N1[C@@](CNCC1)(C)CC Tert-butyl 6-(4-(5-chloro-6-methyl-1-(tetrahydro-2H-pyran-2-yl)-1H-indazol-4-yl)-5-cyano-3-((S)-2-ethyl-2-methylpiperazin-1-yl)-1H-pyrazol-1-yl)-2-azaspiro[3.3]heptane-2-carboxylate